(2S,3R)-methyl 3-phenyl-1,4-dioxaspiro[4.5]decane-2-carboxylate C1(=CC=CC=C1)[C@@H]1[C@H](OC2(O1)CCCCC2)C(=O)OC